FC([C@]12N(C=3C(=NN=C(C3)C3=C(C(=CC=C3)F)O)NC1)C[C@@H](C2)OC2=NC=C(C=O)C=C2CC)F 6-(((6aR,8R)-6a-(difluoromethyl)-2-(3-fluoro-2-hydroxyphenyl)-5,6,6a,7,8,9-hexahydropyrrolo[1',2':4,5]pyrazino[2,3-c]pyridazin-8-yl)oxy)-5-ethylnicotinaldehyde